OC=1C=C(C=CC1O)/C=C/C(=O)NCCC1=CC=C(C=C1)OCCS(=O)(=O)C (E)-3-(3,4-dihydroxyphenyl)-N-(4-(2-(methylsulfonyl)ethoxy)phenethyl)acrylamide